[Ge](Cl)(Cl)(Cl)Cl GERMANIUM TETRACHLORIDE